bis(3,5-di-t-butyl-4-hydroxybenzyl)sulfonic acid C(C)(C)(C)C=1C=C(COS(=O)(=O)CC2=CC(=C(C(=C2)C(C)(C)C)O)C(C)(C)C)C=C(C1O)C(C)(C)C